2-(2-aminoethoxy)isoindoline NCCON1CC2=CC=CC=C2C1